3-((4-Chlorophenyl)amino)-N-(2-morpholinoethyl)quinoxaline-2-carboxamide ClC1=CC=C(C=C1)NC=1C(=NC2=CC=CC=C2N1)C(=O)NCCN1CCOCC1